ClC1=C(C(=O)N2[C@H](CCC2)C2=NC(C(=C3N2CCN(C3=O)CCS(=O)(=O)C3=CC=CC=C3)O)=O)C(=CC=C1)Cl (R)-6-(1-(2,6-dichlorobenzoyl)pyrrolidin-2-yl)-9-hydroxy-2-(2-(phenylsulfonyl)ethyl)-3,4-dihydro-2H-pyrazino[1,2-c]pyrimidine-1,8-dione